2-(chloromethyl)-5-phenylpyrimidinesulfonyl chloride ClCC1(NC=C(C=N1)C1=CC=CC=C1)S(=O)(=O)Cl